amino-2-isopropylisoquinolin-1(2H)-one NC=1N(C(C2=CC=CC=C2C1)=O)C(C)C